Cl.N[C@@H]1C[C@@H](CCC1)O (1R,3S)-3-amino-cyclohexanol hydrochloride